7-methyl-2-((7-methylquinolin-6-yl)amino)-9-(tetrahydro-2H-thiopyran-4-yl)-7,9-dihydro-8H-purine-8-one CN1C(N(C2=NC(=NC=C12)NC=1C=C2C=CC=NC2=CC1C)C1CCSCC1)=O